7-(2-((2-chloro-5-(piperidin-4-yl)phenyl)amino)-5-(trifluoromethyl)pyrimidin-4-yl)-4-methyl-3,4-dihydrothieno[2,3-f][1,4]thiazepin-5(2H)-one 1,1-dioxide ClC1=C(C=C(C=C1)C1CCNCC1)NC1=NC=C(C(=N1)C1=CC2=C(C(N(CCS2(=O)=O)C)=O)S1)C(F)(F)F